CC1=CC=C(C=C1)C1N(CCC=2C3=CC=CC=C3NC12)S(=O)(=O)C 1-(4-methylphenyl)-2-(methylsulfonyl)-2,3,4,9-tetrahydro-1H-β-carboline